(E)-N-(3,5-difluorobenzyl)-N-methyl-3-(2-(pyridin-2-yl)vinyl)-1H-indazol-5-amine FC=1C=C(CN(C=2C=C3C(=NNC3=CC2)\C=C\C2=NC=CC=C2)C)C=C(C1)F